COC(=O)C=1C=CC2=C(NC(CS2)=C=O)C1 3-carbonyl-3,4-dihydro-2H-1,4-benzothiazine-6-carboxylic acid methyl ester